tert-butyl 4-(6-bromo-3-fluoro-2-pyridyl)-4-carbamoyl-1-piperidinecarboxylate BrC1=CC=C(C(=N1)C1(CCN(CC1)C(=O)OC(C)(C)C)C(N)=O)F